OCC(=O)[C@H](O)CO D-(-)-erythrulose